4-azido-2-(4,4-difluoropiperidin-1-yl)-6-methylpyrimidine N(=[N+]=[N-])C1=NC(=NC(=C1)C)N1CCC(CC1)(F)F